N,N-disilanyl-silaneamine [SiH3]N([SiH3])[SiH3]